benzyl 8-bromo-6-(3-(trifluoromethyl) phenylsulfonyl)-4,4a,5,6-tetrahydro-1H-pyrazino[1,2-a]quinoxaline-3(2H)-carboxylate BrC=1C=C2N(CC3N(C2=CC1)CCN(C3)C(=O)OCC3=CC=CC=C3)S(=O)(=O)C3=CC(=CC=C3)C(F)(F)F